COC=1C=CC2=C(C(CC3=C(C2)C=CC=C3)CNC(=O)N)C1 1-[(8-methoxy-10,11-dihydro-5H-dibenzo[a,d]-[7]annulen-10-yl)methyl]urea